ethyl 2-[4-[[[7-(4-bromo-3-chloro-benzoyl)-2-(4-methoxyphenyl)-3-oxo-6,8-dihydro-5H-imidazo[1,5-a]pyrazine-1-carbonyl]amino]methyl]phenyl]acetate BrC1=C(C=C(C(=O)N2CC=3N(CC2)C(N(C3C(=O)NCC3=CC=C(C=C3)CC(=O)OCC)C3=CC=C(C=C3)OC)=O)C=C1)Cl